trans-4-((3-(1-Cyclopropyl-1H-pyrazol-4-yl)phenyl)((trans-4-(6-(dimethylamino)pyridin-3-yl)cyclohexyl)methyl)carbamoyl)cyclohexyl methylcarbamate CNC(O[C@@H]1CC[C@H](CC1)C(N(C[C@@H]1CC[C@H](CC1)C=1C=NC(=CC1)N(C)C)C1=CC(=CC=C1)C=1C=NN(C1)C1CC1)=O)=O